BrC\C=C\C (E)-1-bromobut-2-ene